6-chloro-4-hydroxy-nicotinic acid methyl ester COC(C1=CN=C(C=C1O)Cl)=O